FC1=C(C=C(C=C1)NC(=O)[C@@H]1[C@@H](N(CC1)C(=O)C=1NC(=CC1)C=1C(NC=CC1C)=O)C)C (2S,3S)-N-(4-fluoro-3-methylphenyl)-2-methyl-1-(5-(4-methyl-2-oxo-1,2-dihydropyridin-3-yl)-1H-pyrrole-2-carbonyl)pyrrolidine-3-carboxamide